BrC1=NN2C(N=C(C=C2C2=NC=CC=C2)C(=O)OC)=C1 Methyl 2-bromo-7-(pyridin-2-yl)pyrazolo[1,5-a]pyrimidine-5-carboxylate